2-Bromo-N-(3,5-dimethoxyphenyl)-N-(4,4-dimethyl-5-oxo-1-(2,2,2-trifluoroethyl)pyrrolidin-3-yl)thiazole-4-carboxamide BrC=1SC=C(N1)C(=O)N(C1CN(C(C1(C)C)=O)CC(F)(F)F)C1=CC(=CC(=C1)OC)OC